ClC1=C(C=C(C=C1)F)C1=CC=C(N=N1)NC1C[C@@H]2[C@@H](CN(C2)CC=2C=NC=CC2)C1 (3aR,5s,6aS)-N-[6-(2-chloro-5-fluoro-phenyl)pyridazin-3-yl]-2-(3-pyridyl-methyl)-3,3a,4,5,6,6a-hexahydro-1H-cyclopenta[c]pyrrol-5-amine